BrC1=NC=CC(=C1)C(C(F)(F)F)NC 1-(2-bromopyridin-4-yl)-2,2,2-trifluoro-N-methylethan-1-amine